Cl.NCCNC=C1C(CC(CC1=O)C1=CC=CC=C1)=O 2-(((2-aminoethyl)amino)methylene)-5-phenylcyclohexane-1,3-dione hydrochloride